tert-butyl 2-(4-cyclobutylphenyl)-8-oxo-2,3,4,5a,6,7,8,9-octahydro-5H-1,2,5,7-tetraazabenzo[cd]azulene-5-carboxylate C1(CCC1)C1=CC=C(C=C1)N1N=C2CC(NCC3C2=C1CCN3C(=O)OC(C)(C)C)=O